5-Bromo-2-methyl-3-(trifluoro-methyl)-pyridine BrC=1C=C(C(=NC1)C)C(F)(F)F